C(C1=CC(OC)=C(O)C=C1)C(C(=O)N)CCCCCCC vanillyl-nonanamide